(2S)-2-Amino-N-{3-[4-(4-trifluoromethoxyphenyl)-1H-imidazol-2-yl]phenyl}-3-phenylpropanamide hydrochloride Cl.N[C@H](C(=O)NC1=CC(=CC=C1)C=1NC=C(N1)C1=CC=C(C=C1)OC(F)(F)F)CC1=CC=CC=C1